(6R,7aS)-6-hydroxytetrahydro-1H-pyrrolo[1,2-c]Imidazole-1,3(2H)-dione O[C@@H]1C[C@@H]2N(C(NC2=O)=O)C1